(1-(5-fluoropyridin-2-yl)piperidin-4-yl)(5-phenyl-4,5-dihydro-1H-pyrazol-1-yl)methanone FC=1C=CC(=NC1)N1CCC(CC1)C(=O)N1N=CCC1C1=CC=CC=C1